[Mn](=O)(=O)([O-])[O-].[Ni+2].[Li+] lithium nickel manganate